3-(benzyloxy)-2-chloroaniline C(C1=CC=CC=C1)OC=1C(=C(N)C=CC1)Cl